4-chloro-2-methyl-2,3-dihydro-1H-pyrrolo-[3,4-c]pyridin-1-one ClC1=NC=CC2=C1CN(C2=O)C